2-hydroxypropyl acrylate [(2-hydroxylpropyl) methacrylate] OC(CC=C(C(=O)O)C)C.C(C=C)(=O)OCC(C)O